N-(5-methyl-4-oxo-2,3,4,5-tetrahydrobenzo[b][1,4]oxazepin-3-yl)-6-phenyl-4,5,6,7-tetrahydro-1H-indazole-3-carboxamide CN1C2=C(OCC(C1=O)NC(=O)C1=NNC=3CC(CCC13)C1=CC=CC=C1)C=CC=C2